C(C)OC1=NC(=NC=C1)NCC=1C(=NOC1C1=CC=C(C(=N1)C)NC([O-])=O)C (6-(4-(((4-ethoxypyrimidin-2-yl)amino)methyl)-3-methylisoxazol-5-yl)-2-methyl pyridin-3-yl)carbamate